CCCCC/C=C\\CC1C(O1)C/C=C\\C/C=C\\CCCC(=O)[O-] The molecule is a polyunsaturated fatty acid anion that is the conjugate base of 11,12-EET, obtained by deprotonation of the carboxy group; major species at pH 7.3. It is a polyunsaturated fatty acid anion, a long-chain fatty acid anion and an EET(1-). It derives from an arachidonate. It is a conjugate base of an 11,12-EET.